methyl 2-(2-cyanophenyl-thio)benzoate C(#N)C1=C(C=CC=C1)SC1=C(C(=O)OC)C=CC=C1